C1(=CC=CC=C1)[Se]C1=CC=CC=C1 phenyl selenoether